C(C(C)C)OCC Ethyl Isobutyl Ether